NC=1N=NC(=CC1C#CC1CC2(CC(C2)=O)C1)C1=C(C=CC=C1)O 6-((3-amino-6-(2-hydroxyphenyl)pyridazin-4-yl)ethynyl)spiro[3.3]heptan-2-one